C1(=CC=CC=C1)CC(=O)N1CC(OCC1)C1=NC=C(C=C1)CC1=CC(=CC=C1)C(F)(F)F 2-phenyl-1-(2-(5-(3-(trifluoromethyl)benzyl)pyridin-2-yl)morpholino)ethan-1-one